ClC(C)C=1C=C2C3=C(C(NC3=CC=C2)=O)C1 4-(1-Chloroethyl)benzo[cd]indol-2(1H)-one